BrC1=CC=C(CSC2=NN=C3N2C(=C(C(N3)=O)C)C)C=C1 3-[(4-bromobenzyl)sulfanyl]-5,6-dimethyl[1,2,4]triazolo[4,3-a]pyrimidin-7(8H)-one